BrC1=CC(=CO1)C 5-bromo-3-methylfuran